tert-butyl (3R,4R)-3-heptanamido-4-hydroxypyrrolidine-1-carboxylate C(CCCCCC)(=O)N[C@@H]1CN(C[C@H]1O)C(=O)OC(C)(C)C